4-TERT-BUTOXY-2-CHLOROPYRIMIDIN-5-YLBORONIC ACID C(C)(C)(C)OC1=NC(=NC=C1B(O)O)Cl